FC(C(C(C(C(F)(F)F)(F)F)=O)=O)(F)F perfluoro-4-methyl-2,3-butanedione